FOC(C(C(F)(F)F)(F)F)=O pentafluoropropionic acid fluoroester